2-[1-(azetidin-3-ylmethyl)-4-[[[4-[[3-[2,3-difluoro-4-(3-methyl-1H-pyrazol-4-yl)phenyl]imidazo[1,2-a]pyrazin-8-yl]amino]-2-ethyl-benzoyl]amino]methyl]piperidin-1-ium-1-yl]acetic acid N1CC(C1)C[N+]1(CCC(CC1)CNC(C1=C(C=C(C=C1)NC=1C=2N(C=CN1)C(=CN2)C2=C(C(=C(C=C2)C=2C(=NNC2)C)F)F)CC)=O)CC(=O)O